4,6-Diphenyl-2-(4-{4-[4'-cyano-(1,1'-biphenyl)-4-yl]naphthalen-1-yl}phenyl)-1,3,5-triazine C1(=CC=CC=C1)C1=NC(=NC(=N1)C1=CC=CC=C1)C1=CC=C(C=C1)C1=CC=C(C2=CC=CC=C12)C1=CC=C(C=C1)C1=CC=C(C=C1)C#N